methyl-d3 4-amino-1-(4-(1-(R)-hydroxyethyl)phenyl)-2-oxo-7-(trifluoromethyl)-1,2-dihydroquinoline-3-carboxylate NC1=C(C(N(C2=CC(=CC=C12)C(F)(F)F)C1=CC=C(C=C1)[C@@H](C)O)=O)C(=O)OC([2H])([2H])[2H]